methyl 1-(4-(1-(tert-butoxycarbonyl)azetidin-3-yl)-2,5-dimethylbenzyl)piperidine-4-carboxylate C(C)(C)(C)OC(=O)N1CC(C1)C1=CC(=C(CN2CCC(CC2)C(=O)OC)C=C1C)C